5-(tert-butyl)-2-(2-fluoro-4-(methyl-d3)phenyl)pyridine C(C)(C)(C)C=1C=CC(=NC1)C1=C(C=C(C=C1)C([2H])([2H])[2H])F